(5-cyclopentylfuran-2-yl)ethan-1-one C1(CCCC1)C1=CC=C(O1)C(C)=O